N,N-dipropyl-2-(4-methoxy-1H-pyrrolo[3,2-c]pyridin-3-yl)ethan-1-amine C(CC)N(CCC1=CNC2=C1C(=NC=C2)OC)CCC